N1(N=CC=C1)CC1=CC=C(C(=O)NS(=O)(=O)C2=C(C=CC(=C2)C(C)(C)C)OC)C=C1 4-((1H-pyrazol-1-yl)-methyl)-N-((5-(tert-butyl)-2-methoxyphenyl)sulfonyl)benzamide